COC(C1=CC(=C(C=C1)NC1=CC=C(C=C1)OC)N)=O 3-amino-4-((4-methoxyphenyl)amino)benzoic acid methyl ester